C(C)OC1=CC=C(C=C1)NC(NC=1C=CC2=C(N=C(S2)NS(=O)(=O)C2=CC=CC=C2)C1)=O N-(5-(3-(4-ethoxyphenyl)ureido)benzo[d]thiazol-2-yl)benzenesulfonamide